C(C1=CC=CC=C1)[C@@H]1N(C(OC1)=O)C([C@@H](CC1=C(C=C(C=C1)I)Br)[C@@H]1CN(CC1)C(=O)OC(C)(C)C)=O tert-Butyl (3R)-3-[(1S)-2-[(4S)-4-benzyl-2-oxo-oxazolidin-3-yl]-1-[(2-bromo-4-iodo-phenyl)methyl]-2-oxo-ethyl]pyrrolidine-1-carboxylate